FC(C1=C(C=CC=C1)C1=CC=C2CCC(C2=C1)NC(O[C@@H]1CN2CCC1CC2)=O)(F)F (S)-quinuclidin-3-yl (6-(2-(trifluoromethyl)phenyl)-2,3-dihydro-1H-inden-1-yl)carbamat